CN(C(=O)C1=NN2C(CN(CCC2)S(=O)(=O)C2=C(C=CC=C2)[N+](=O)[O-])=C1C#C[Si](C)(C)C)C N,N-dimethyl-5-(2-nitrophenyl)sulfonyl-3-(2-trimethylsilylethynyl)-4,6,7,8-tetrahydropyrazolo[1,5-a][1,4]diazepine-2-carboxamide